FC=1C=C(C(=O)ON2C(CCC2=O)=O)C=CC1B1OC(C(O1)(C)C)(C)C 2,5-dioxopyrrolidin-1-yl 3-fluoro-4-(4,4,5,5-tetramethyl-1,3,2-dioxaborolan-2-yl)benzoate